C(=O)[O-].[Sn+4].C(=O)[O-].C(=O)[O-].C(=O)[O-] tin (IV) formate